C(C)OC(=O)C=1N=C2N(C=C(C=C2)C(C)(F)F)C1S(=O)(=O)CC 6-(1,1-Difluoroethyl)-3-ethylsulfonyl-imidazo[1,2-a]Pyridine-2-carboxylic acid ethyl ester